C(C)(=O)O[C@@H]1[C@H](O[C@H]([C@@H]([C@H]1OC(C)=O)OC(C)=O)OC1=C(C=C(C=C1)CO)N)C(=O)OC methyl (2S,3S,4S,5R,6S)-3,4,5-triacetyloxy-6-[2-amino-4-(hydroxymethyl)phenoxy]oxane-2-carboxylate